2-[2'-hydroxy-3'-(alpha,alpha-dimethylbenzyl)-5'-(1,1,3,3-tetramethylbutyl)phenyl]Benzotriazole OC1=C(C=C(C=C1C(C1=CC=CC=C1)(C)C)C(CC(C)(C)C)(C)C)N1N=C2C(=N1)C=CC=C2